F[C@@H]1C[C@@]2(CCCN2C1)COC1=NC2=C(C(=CC=C2C(=N1)N1C[C@@H]2CC[C@H](CC1)N2)C2=CC(=CC1=CC=C(C(=C21)C#C)F)O)F 4-(2-{[(2R,7aS)-2-fluoro-hexahydro-1H-pyrrolizin-7a-yl]methoxy}-4-[(1S,6R)-3,9-diazabicyclo[4.2.1]nonan-3-yl]-8-fluoroquinazolin-7-yl)-5-ethynyl-6-fluoronaphthalen-2-ol